ClC=1C=C2C(=NC1N1N=CC=N1)N(C=C2C(=O)[C@H]2C[C@H](N(CC2)C2=C(C=C(C=C2)F)[N+](=O)[O-])C)C |r| [5-chloro-1-methyl-6-(2H-1,2,3-triazol-2-yl)-1H-pyrrolo[2,3-b]pyridin-3-yl][(2RS,4RS)-1-(4-fluoro-2-nitrophenyl)-2-methylpiperidin-4-yl]methanone